BrC1=NN(C2=C1C(=NC=C2)Cl)CC[C@@H](C)NC(OC(C)(C)C)=O tert-Butyl N-[(1R)-3-(3-bromo-4-chloro-pyrazolo[4,3-c]pyridin-1-yl)-1-methyl-propyl]carbamate